2-(3-bromo-5-methoxybenzyl)-3-(2-fluorophenyl)-2,6-dihydropyrrolo[3,4-c]pyrazole BrC=1C=C(CN2N=C3C(=C2C2=C(C=CC=C2)F)C=NC3)C=C(C1)OC